3-(3-(7-(4-(4-(8-(3,5-difluoro-4-(morpholinomethyl)phenyl)quinoxalin-2-yl)-1H-pyrazol-1-yl)piperidin-1-yl)-7-oxoheptyl)-2-oxo-2,3-dihydro-1H-benzo[d]imidazol-1-yl)piperidine-2,6-dione FC=1C=C(C=C(C1CN1CCOCC1)F)C=1C=CC=C2N=CC(=NC12)C=1C=NN(C1)C1CCN(CC1)C(CCCCCCN1C(N(C2=C1C=CC=C2)C2C(NC(CC2)=O)=O)=O)=O